1-methyl-4-(3-nitro-4-(pyrrolidin-1-yl)phenyl)piperazine tert-butyl-3-((benzyloxycarbonylamino)methyl)-3-fluoroazetidine-1-carboxylate C(C)(C)(C)OC(=O)N1CC(C1)(F)CNC(=O)OCC1=CC=CC=C1.CN1CCN(CC1)C1=CC(=C(C=C1)N1CCCC1)[N+](=O)[O-]